isopropyl (+/-)-(1S,3S)-3-hydroxycyclohexane-1-carboxylate O[C@@H]1C[C@H](CCC1)C(=O)OC(C)C |r|